2,4,6-tri(2-propenyl-oxy)-1,3,5-triazine C(C=C)OC1=NC(=NC(=N1)OCC=C)OCC=C